(5ar,6s,7s,8r,8as)-5a-(4-(3,3-difluorocyclobutyl)phenyl)-7-((dimethylamino)methyl)-1,3-dimethoxy-6-phenyl-5a,6,7,8-tetrahydro-8aH-cyclopenta[4,5]furo[3,2-c]pyridine-8,8a-diol FC1(CC(C1)C1=CC=C(C=C1)[C@]12[C@](C=3C(=NC(=CC3O1)OC)OC)([C@@H]([C@@H]([C@H]2C2=CC=CC=C2)CN(C)C)O)O)F